FC=1C=CN=C2C=C(C(N(C12)C)=O)C(=O)[O-] 8-fluoro-1-methyl-2-oxo-1,2-dihydro-1,5-naphthyridine-3-carboxylate